CC1=C(OC=2C(=CC(N(C2)C)=O)C=2C3=C(C(N(C2)C)=O)NC(=C3)C3=C(C=CC(=C3)C(F)(F)F)C)C(=CC=C1)C 4-(5-(2,6-dimethylphenoxy)-1-methyl-2-oxo-1,2-dihydropyridin-4-yl)-6-methyl-2-(2-methyl-5-(trifluoromethyl)phenyl)-1,6-dihydro-7H-pyrrolo[2,3-c]pyridin-7-one